BrCCOC1=CC=C2C(=CC(OC2=C1C(=O)N1CCCC2=CC=CC=C12)=O)CCC 7-(2-bromoethoxy)-4-propyl-8-(1,2,3,4-tetrahydroquinoline-1-carbonyl)-2H-chromen-2-one